The molecule is an alkyl-gibberellin that is gibberellin A4 carrying an extra methyl substituent at position 2alpha (3alpha using gibbane skeletal numbering). C[C@@H]1C[C@@]23[C@@H]4CC[C@@H]5C[C@]4(CC5=C)[C@H]([C@@H]2[C@@]([C@H]1O)(C(=O)O3)C)C(=O)O